O1C=C(C=C1)C(C)NC(=O)N1CC2(CCCC2)C(CC1)(CN1C=NC(=CC1=O)C1=CC=CC=C1)O N-(1-(Furan-3-yl)ethyl)-10-hydroxy-10-((6-oxo-4-phenylpyrimidin-1(6H)-yl)methyl)-7-azaspiro[4.5]decane-7-carboxamide